Cl.Cl.CCCC(CCCCCC)N Decan-4-amine dihydrochloride